glycidyl-trimethylammonium bis(trifluoromethanesulfonyl)imide salt [N-](S(=O)(=O)C(F)(F)F)S(=O)(=O)C(F)(F)F.C(C1CO1)[N+](C)(C)C